FC1=C(C(=O)N)C=CC(=C1)OCCO fluoro-4-(2-hydroxyethoxy)benzamide